NCCC[Si](O[Si](CCCN)(C)C)(C)C 1,3-Bis(3-Aminopropyl)Tetramethyldisiloxane